(3,5-dibromo-4-hydroxyphenyl)(1,1-dioxospiro[benzo[B][1,4]thiazine-2,1'-cyclopropane]-4(3H)-yl)methanone BrC=1C=C(C=C(C1O)Br)C(=O)N1C2=C(S(C3(CC3)C1)(=O)=O)C=CC=C2